4-[1-(2,3-dimethylphenyl)vinyl]-1-trityl-1H-imidazole CC1=C(C=CC=C1C)C(=C)C=1N=CN(C1)C(C1=CC=CC=C1)(C1=CC=CC=C1)C1=CC=CC=C1